1-METHYL-1H-PYRAZOL-5-YLBORONIC ACID CN1N=CC=C1B(O)O